trans-4-isopropyl-1-vinyl-cyclohexane-1-ol C(C)(C)C1CCC(CC1)(O)C=C